C1(=CC=CC=C1)CC(=O)NNC1=NC=CC=C1 2-phenyl-N'-(pyridine-2-yl)acethydrazide